(R)-N-((S)-1-(p-tolyl)-ethyl)-2-methylpropane-2-sulfinamide C1(=CC=C(C=C1)[C@H](C)N[S@](=O)C(C)(C)C)C